4-[5-(3,3-difluoroazetidin-1-yl)-3-[(3,5-difluorophenyl)methoxy]pyridin-2-yl]-5-methyl-thiophene-2-carboxylic acid FC1(CN(C1)C=1C=C(C(=NC1)C=1C=C(SC1C)C(=O)O)OCC1=CC(=CC(=C1)F)F)F